O1COC2=C1C=CC(=C2)CC(C=O)C 3-(benzo[d][1,3]dioxol-5-yl)-2-methylpropionaldehyde